C[O-].[Na+].C(C=C)C1=C(C(=CC=C1)OCC1=CC=CC=C1)OCC=C 1-allyl-2-(allyloxy)-3-(benzyloxy)benzene sodium methoxide